C(C(C)C)OCNC(C(=C)C)=O N-(isobutoxymethyl)methacrylamide